(7-(5-chloro-2-methylphenyl)-5-(pyridin-2-yl)-7H-pyrrolo[2,3-d]pyrimidin-4-yl)-3-methylpiperazine-1-carboxylic acid tert-butyl ester C(C)(C)(C)OC(=O)N1C(C(NCC1)C)C=1C2=C(N=CN1)N(C=C2C2=NC=CC=C2)C2=C(C=CC(=C2)Cl)C